BrC1=CC=C(C=C1)C1=NN(C=2C1=NN(C(C2)=O)C2=C(C=CC=C2OC)F)COCC[Si](C)(C)C 3-(4-bromophenyl)-5-(2-fluoro-6-methoxyphenyl)-1-((2-(trimethylsilyl)ethoxy)methyl)-1H-pyrazolo[4,3-c]pyridazin-6(5H)-one